ClC1=C(OCC(=O)N2C[C@@H]3N(C(C4=C(NC3=O)C=CC(=C4)C4=C(C=CC(=C4)C(F)(F)F)F)=O)CC2)C=CC(=C1)OC(F)(F)F (S)-2-(2-(2-chloro-4-(trifluoromethoxy)phenoxy)acetyl)-8-(2-fluoro-5-(trifluoromethyl)phenyl)-1,3,4,12a-tetrahydrobenzo[e]pyrazino[1,2-a][1,4]diazepine-6,12(2H,11H)-dione